C(C=C)C(C(=O)OCCCCC=C)(C(=O)OCCCCC=C)CCC di(5-hexenyl) 2-allyl-2-propyl-malonate